[(dodecylthiomethyl)thio]valeric acid C(CCCCCCCCCCC)SCSC(C(=O)O)CCC